1-methyl-1-propylpyrrolidinium C[N+]1(CCCC1)CCC